ethyltriphenylphosphonium phosphonium phosphate P(=O)([O-])([O-])O.[PH4+].C(C)[P+](C1=CC=CC=C1)(C1=CC=CC=C1)C1=CC=CC=C1